(5-cyano-2-{[(3S)-3-(morpholin-4-ylmethyl)-3,4-dihydroisoquinolin-2(1H)-yl]carbonyl}phenyl)-N-(4-hydroxyphenyl)-N-(3-methoxy-2-methylbenzyl)-1,2-dimethyl-1H-pyrrole-3-carboxamide C(#N)C=1C=CC(=C(C1)C=1C(=C(N(C1)C)C)C(=O)N(CC1=C(C(=CC=C1)OC)C)C1=CC=C(C=C1)O)C(=O)N1CC2=CC=CC=C2C[C@H]1CN1CCOCC1